(isoxazol-3-yl)-2-oxo-1,2-dihydroquinoline-6-sulfonamide O1N=C(C=C1)N1C(C=CC2=CC(=CC=C12)S(=O)(=O)N)=O